N1=CN=CC(=C1)N1CC2(C1)C[C@@H](CC2)N2CCC(CC2)C2=C(C=CC=C2)OCC2CCOCC2 (R)-2-(pyrimidin-5-yl)-6-(4-(2-((tetrahydro-2H-pyran-4-yl)methoxy)phenyl)piperidin-1-yl)-2-azaspiro[3.4]octane